[4-[4-[6-chloro-4-(trifluoromethyl)-2-pyridyl]piperazin-1-yl]sulfonylphenyl]-2-hydroxy-benzamide ClC1=CC(=CC(=N1)N1CCN(CC1)S(=O)(=O)C1=CC=C(C=C1)C=1C(=C(C(=O)N)C=CC1)O)C(F)(F)F